tetrafluorophenylether FC=1C(=C(C(=C(C1)OC1=C(C(=C(C(=C1)F)F)F)F)F)F)F